1,4-bis(dibutylhydroxysilyl)benzene C(CCC)[Si](C1=CC=C(C=C1)[Si](O)(CCCC)CCCC)(O)CCCC